(3-amino-6-(2,2-difluoroethylsulfonyl)-4,5,6,7-tetrahydropyrazolo[3,4-c]pyridin-1-yl)(6-fluoro-1,2,3,4-tetrahydroquinolin-4-yl)methanone NC1=NN(C=2CN(CCC21)S(=O)(=O)CC(F)F)C(=O)C2CCNC1=CC=C(C=C21)F